S1C(=CC=C1)N thiophen-2-amine